C(C)O[Si](CCCN(C(C1=CC=C(C=C1)N=[N+]=[N-])=O)CCC[Si](OCC)(OCC)OCC)(OCC)OCC N,N-bis(3-triethoxysilylpropyl)-4-azidobenzamide